2-salicylideneamino-4-phenylthiazole C(C=1C(O)=CC=CC1)=NC=1SC=C(N1)C1=CC=CC=C1